[N+](=O)([O-])C1=CC=CC2=C1C(=NO2)N 4-nitrobenzo[d]isoxazol-3-amine